5-(Benzyloxy)-3-(5-bromo-2-(hydroxymethyl)benzyl)-1-(7,8-difluoro-10-hydroxy-6,11-dihydrodibenzo[b,e]thiepin-11-yl)-2,3-dihydro-1H-pyrido[2,1-f][1,2,4]triazine-4,6-dione C(C1=CC=CC=C1)OC=1C(C=CN2N(CN(C(C21)=O)CC2=C(C=CC(=C2)Br)CO)C2C1=C(SCC3=C2C(=CC(=C3F)F)O)C=CC=C1)=O